(S)-3-(trifluoromethyl)-6a,7,9,10-tetrahydrodipyrazino[2,3-b:1',2'-d][1,4]oxaAzine-8(6H)-carboxylate FC(C=1C=NC2=C(OC[C@H]3N2CCN(C3)C(=O)[O-])N1)(F)F